(3-oxo-1,3-dihydro-isobenzofuran-1-yl)phosphonic acid dimethyl ester COP(OC)(=O)C1OC(C2=CC=CC=C12)=O